4-Fluoro-5-(2-methoxyethoxy)-1H-benzimidazole FC1=C(C=CC=2NC=NC21)OCCOC